S1(NC=CC2=C1C=CC=C2)(=O)=O benzothiazine 1,1-dioxide